4,4'-(Benzo[c][1,2,5]thiadiazole-4,7-diyl)dibenzoic acid diethyl ester C(C)OC(C1=CC=C(C=C1)C1=CC=C(C2=NSN=C21)C2=CC=C(C(=O)OCC)C=C2)=O